3-(5-((4-(6-fluorobenzo[d]isothiazol-3-yl)piperazin-1-yl)methyl)-1-oxoisoindolin-2-yl)piperidine-2,6-dione FC1=CC2=C(C(=NS2)N2CCN(CC2)CC=2C=C3CN(C(C3=CC2)=O)C2C(NC(CC2)=O)=O)C=C1